NC[C@@H]1N(CC(CC1)(F)F)C(=O)C1=NC(=NC=C1C)NC1=NC=CC(=C1)OC(F)(F)F (R)-(2-(Aminomethyl)-5,5-difluoropiperidin-1-yl)(5-methyl-2-((4-(trifluoromethoxy)pyridine-2-yl)amino)pyrimidin-4-yl)methanone